ClC1=NC=C(C(=C1)N)C#CC1CC(C1)(F)F 2-chloro-5-((3,3-difluorocyclobutyl)ethynyl)pyridin-4-amine